COC1=C(CN(C2=C3C(=C(N=N2)OC(C)C)N(C(=N3)CCCC)CC3=CC=C(C=O)C=C3)CC3=C(C=C(C=C3)OC)OC)C=CC(=C1)OC 4-((4-(bis(2,4-dimethoxybenzyl)amino)-2-butyl-7-isopropoxy-1H-imidazo[4,5-d]pyridazin-1-yl)methyl)benzaldehyde